ClC=1C(=NC=C(C1F)C1=CC=C(C=C1)N1C[C@@H](OCC1)C(C)C)N (S)-3-chloro-4-fluoro-5-(4-(2-isopropylmorpholino)phenyl)pyridin-2-amine